F[C@H]1C[C@H](N2N=C(N=C21)N2N=CC(=C2)OC)C2=CC=CC=C2 (5s,7s)-7-fluoro-2-(4-methoxypyrazol-1-yl)-5-phenyl-6,7-dihydro-5H-pyrrolo[1,2-b][1,2,4]triazole